[N+](=O)([O-])C1=CC=C(C(=O)C2=CC=C(OCC(=O)NC=3C=NC=CC3)C=C2)C=C1 2-(4-(4-nitrobenzoyl)phenoxy)-N-(pyridin-3-yl)acetamide